C1(CCCCC1)NSC=1SC2=C(N1)C=CC=C2 N-Cyclohexylbenzothiazolesulfenamide